COC=1C=C(C=C(C1C)OC)[C@H]([C@H](CC1=CC=C(C(=N1)OC)CC(=O)O)OCCC1=CC=CC=C1)O (6-((2S,3R)-3-(3,5-dimethoxy-4-methylphenyl)-3-hydroxy-2-phenethyloxypropyl)-2-methoxypyridin-3-yl)acetic acid